C(C)(C)(C)N1C(N(C(=NC1=O)SCC)CC1=C(C=C(C(=C1)F)F)F)=O 3-tert-butyl-6-(ethylsulfanyl)-1-[(2,4,5-trifluorophenyl)methyl]-1,3,5-triazine-2,4-dione